(S)-3,5-dibromo-4-methoxyphenylalanine methyl ester COC([C@@H](N)CC1=CC(=C(C(=C1)Br)OC)Br)=O